2-methoxymethylbenzo[1,4]dioxane COCC1COC2=C(O1)C=CC=C2